COC(CCC1(C2=CC=CC=C2C=2C=CC=CC12)CCC(=O)OC)=O fluorene-9,9-dipropionic acid dimethyl ester